(S)-6-(4-(1-(benzo[d][1,3]dioxol-5-yl)ethyl)piperazin-1-yl)nicotinic acid lithium salt [Li+].O1COC2=C1C=CC(=C2)[C@H](C)N2CCN(CC2)C2=NC=C(C(=O)[O-])C=C2